C(C1=CC=CC=C1)N[C@@H]1[C@@H]([C@@H]2CC[C@H](C1)O2)F (1S,2S,3S,5R)-N-benzyl-2-fluoro-8-oxabicyclo[3.2.1]octan-3-amine